4-(5-Cyclopropyl-1,2,4-oxadiazol-3-yl)-6-methyl-N-(4-methylthiazol-2-yl)picolinamide C1(CC1)C1=NC(=NO1)C1=CC(=NC(=C1)C)C(=O)NC=1SC=C(N1)C